sodium 2-methylpropanedithioate CC(C(=S)[S-])C.[Na+]